C(C1=CC=CC=C1)OC(=O)N1CCC(CC1)CN1CCC2(CN(C2)C(=O)OC(C)(C)C)CC1 tert-butyl 7-((1-((benzyloxy) carbonyl) piperidin-4-yl)methyl)-2,7-diazaspiro[3.5]nonane-2-carboxylate